CC(C(C)C)N=O methyl-isobutyl-ketoamine